C(C)(C)OC1=CC2=C(OCCN2CCC2=C(C=C(C(=O)NCC3=CC=C(C=C3)S(=O)(=O)C)C=C2)C(F)(F)F)C=C1 4-(2-(6-isopropoxy-2,3-dihydro-4H-benzo[b][1,4]oxazin-4-yl)ethyl)-N-(4-(methylsulfonyl)benzyl)-3-(trifluoromethyl)benzamide